C(C=C)(=O)NN1C[C@H](CC1)C1=NC(=C(C(=N1)C#CC1=CC(=CC(=C1)OC)OC)C(N)=O)N (S)-2-(1-acrylamido-3-pyrrolidinyl)-4-(3,5-dimethoxyphenylethynyl)-5-carbamoyl-6-aminopyrimidine